[4-(3,5-Difluoro-phenylamino)-6-isopropylamino-[1,3,5]triazin-2-yl]-5-fluoro-pyridin-2-ol FC=1C=C(C=C(C1)F)NC1=NC(=NC(=N1)NC(C)C)C=1C(=NC=C(C1)F)O